FC1=CC=CC=2C(=NCC(OC21)(C)C)C=2C=NC1=CC=CC=C1C2 9-fluoro-2,2-dimethyl-5-(quinolin-3-yl)-2,3-dihydro-1,4-benzoxazepin